2-((3-((trans-4-hydroxytetrahydrofuran-3-yl)oxy)-1-(methyl-d3)-1H-pyrazol-4-yl)amino)-7-((3r,4r)-4-methyltetrahydrofuran-3-yl)-7H-pyrrolo[2,3-d]pyrimidine-6-carbonitrile O[C@H]1[C@@H](COC1)OC1=NN(C=C1NC=1N=CC2=C(N1)N(C(=C2)C#N)[C@H]2COC[C@@H]2C)C([2H])([2H])[2H]